N1(CCC1)C=1C=C(C(=O)O)C=CC1Br 3-(azetidin-1-yl)-4-bromobenzoic acid